O1CCC2=C1C=CC(=C2)C2=CC=C1C(=NNC1=C2)NC(=O)C=2OC=CC2 N-(6-(2,3-dihydrobenzofuran-5-yl)-1H-indazol-3-yl)furan-2-carboxamide